S(=O)(=O)(C1=CC=C(C)C=C1)ON=C(C(F)(F)F)C1=CC(=CC=C1)[N+](=O)[O-] 2,2,2-trifluoro-1-(3-nitrophenyl)ethan-1-one O-tosyl oxime